FC(C1=C(C(=CC(=C1)[N+](=O)[O-])C)F)F 1-(difluoromethyl)-2-fluoro-3-methyl-5-nitrobenzene